CN1N=C2C(=CC=C(C2=C1)C1=CC(=C(CN2C(C3=NC=CC=C3C2=O)([2H])[2H])C(=C1)C)F)C 6-(4-(2,7-dimethyl-2H-indazol-4-yl)-2-fluoro-6-methylbenzyl)-6,7-dihydro-5H-pyrrolo[3,4-b]pyridin-5-one-7,7-d2